COC=1C(=C(C=CC1OC)[N+]#[C-])C#N 3,4-dimethoxy-o-cyanophenylisonitrile